N1CCC(CC1)C1=NC2=CC=C(C=C2C(=N1)N)N (4-piperidyl)quinazoline-4,6-diamine